aluminium phosphide [Al]#P